(4-ethynyl-2-fluorobenzoyl)-L-tyrosine methyl ester (methyl (4-ethynyl-2-fluorobenzoyl)-L-tyrosinate) CN([C@@H](CC1=CC=C(C=C1)O)C(=O)O)C(C1=C(C=C(C=C1)C#C)F)=O.COC([C@@H](NC(C1=C(C=C(C=C1)C#C)F)=O)CC1=CC=C(C=C1)O)=O